COC(CCC[C@@H](C)[C@H]1CC[C@@H]2[C@@]1(CC[C@@H]1[C@]3(CC[C@@H](C[C@@]3([C@@H](C[C@@H]21)O)Br)OC(C)=O)C)C)=O (5R)-5-[(1R,3aS,3bS,5aR,5R,7S,9aR,9bS,11aR)-7-acetoxy-5a-bromo-5-hydroxyl-9a,11a-Dimethylhexadecahydro-1H-cyclopenta[1,2-a]phenanthrene-1-yl]hexanoic acid methyl ester